O1C(OC=C1)=O 1,3-dioxolone